F[C@@H]1C[C@H](N(C1)C(CC=1OC(=NN1)C)=O)C(=O)N[C@H](C1=CC=C(C=C1)C(C)C)C1=CC=CC=C1 (2S,4R)-4-fluoro-1-[2-(5-methyl-1,3,4-oxadiazol-2-yl)acetyl]-N-[(S)-phenyl[4-(propan-2-yl)phenyl]methyl]pyrrolidine-2-carboxamide